C=1(C(=CC=C2C(=CC=CC12)C(=O)O)C(=O)O)C(=O)O 1,2,5-naphthalenetricarboxylic acid